tert-butyl (2S,4S)-4-(7-bromo-8-chloro-6-fluoro-4-((S)-1-((S)-1-methylpyrrolidin-2-yl)ethoxy)-1H-imidazo[4,5-c]quinolin-1-yl)-2-(cyanomethyl)piperidine-1-carboxylate BrC=1C(=CC=2C3=C(C(=NC2C1F)O[C@@H](C)[C@H]1N(CCC1)C)N=CN3[C@@H]3C[C@H](N(CC3)C(=O)OC(C)(C)C)CC#N)Cl